(R)-7-bromo-4-((1-((tert-butyldimethylsilyl)oxy)-2-methylhex-2-yl)amino)-2-((2,4-dimethoxybenzyl)amino)-1,5-naphthyridine-3-carboxylic acid BrC1=CN=C2C(=C(C(=NC2=C1)NCC1=C(C=C(C=C1)OC)OC)C(=O)O)N[C@@](CO[Si](C)(C)C(C)(C)C)(CCCC)C